C1NCC12CCN(CC2)C=2N=NC1=CC(=CC(=C1C2)F)C=2C=C(C=1N(N2)C=C(N1)C)C 3-(2,7-diazaspiro[3.5]nonan-7-yl)-7-(2,8-dimethylimidazo[1,2-b]pyridazin-6-yl)-5-fluorocinnoline